6-(6-(ethoxy-d5)pyridin-3-yl)-N-((2-fluoro-5-(methoxy-d3)benzyl)oxy)pyrazine-2-carboxamide C(C([2H])([2H])[2H])(OC1=CC=C(C=N1)C1=CN=CC(=N1)C(=O)NOCC1=C(C=CC(=C1)OC([2H])([2H])[2H])F)([2H])[2H]